C1(C=CC=C2C1=CC=CC=C2)=O benzocycloheptenone